7-(5-(4-chloro-2-fluorophenoxy)-1-(ethylsulfonyl)-1H-indol-6-yl)-2,5-dimethyl-2,5-dihydro-4H-pyrazolo[4,3-c]pyridin-4-one ClC1=CC(=C(OC=2C=C3C=CN(C3=CC2C=2C=3C(C(N(C2)C)=O)=CN(N3)C)S(=O)(=O)CC)C=C1)F